FC1=C(C=C(C=C1)NC(=O)NC1=CC(=CC=C1)F)C(=O)C=1C=C2N=C(C=NC2=CC1)OC 1-(4-fluoro-3-(3-methoxyquinoxaline-6-carbonyl)phenyl)-3-(3-fluorophenyl)urea